2-amino-5-(4-chlorophenyl)-4-oxo-4,5-dihydrofuran-3-yl-5-d propane-1-sulfonate C(CC)S(=O)(=O)OC1=C(OC(C1=O)([2H])C1=CC=C(C=C1)Cl)N